2-(6-(2,3,6-trifluorophenyl)-3-thioxo-3,5,6,7-tetrahydro-2H-pyrrolo[1,2-c]imidazol-1-yl)ethanone FC1=C(C(=CC=C1F)F)C1CC=2N(C(NC2CC=O)=S)C1